((2R,3R)-2,3-dimethoxybutane-1,4-diyl)bis(2-(benzyloxy)-3',5'-di-Tert-butyl-1,1'-biphenyl) CO[C@H](CC=1C(=C(C=CC1)C1=CC(=CC(=C1)C(C)(C)C)C(C)(C)C)OCC1=CC=CC=C1)[C@@H](CC=1C(=C(C=CC1)C1=CC(=CC(=C1)C(C)(C)C)C(C)(C)C)OCC1=CC=CC=C1)OC